3-methyl-5-allyloxy-1,3-hexadiene phosphate P(=O)(O)(O)O.CC(C=C)=CC(C)OCC=C